(S)-5-amino-4-(5-bromo-4-fluoro-1-oxoisoindolin-2-yl)-5-oxopentanoic acid tert-butyl ester C(C)(C)(C)OC(CC[C@@H](C(=O)N)N1C(C2=CC=C(C(=C2C1)F)Br)=O)=O